[6-[3-(1-hydroxycyclopropyl)-1H-1,2,4-triazol-5-yl]-2-azaspiro[3.3]heptan-2-yl]-[6-[[2-methyl-5-(trifluoromethyl)pyrazol-3-yl]methyl]-2-azaspiro[3.3]heptan-2-yl]methanone OC1(CC1)C1=NNC(=N1)C1CC2(CN(C2)C(=O)N2CC3(C2)CC(C3)CC=3N(N=C(C3)C(F)(F)F)C)C1